[K+].N1CC(CC1)C(=O)[O-] pyrrolidine-3-carboxylic acid potassium salt